4-(6-chloro-3-(1-methyl-1H-pyrazol-4-yl)-1H-pyrazolo[4,3-b]pyridin-5-yl)-2,3-dihydro-1H-inden-2-ol ClC=1C=C2C(=NC1C1=C3CC(CC3=CC=C1)O)C(=NN2)C=2C=NN(C2)C